C(C)(C)OC1=C(C(=O)NC=2SC(=CN2)[N+](=O)[O-])C=CC=C1 2-Isopropoxy-N-(5-nitrothiazol-2-yl)benzamide